methyl (2R,3S,5R)-3-(azetidine-1-sulfonamido)-2-((((1R,3R,6S)-6-(5-fluoropyrimidin-2-yl)bicyclo[4.1.0]heptan-3-yl)oxy)methyl)-5-methylpyrrolidine-1-carboxylate N1(CCC1)S(=O)(=O)N[C@@H]1[C@@H](N([C@@H](C1)C)C(=O)OC)CO[C@H]1C[C@H]2C[C@]2(CC1)C1=NC=C(C=N1)F